N,N'-bis(β-dimethylaminopropyl)oxamide CN(C(CNC(=O)C(=O)NCC(C)N(C)C)C)C